C(CCCCCCCCCCCCCCCCCCCCCCCCCCCCCCCCCCCCCCCCC(=O)N)(=O)N hexamethylenebis-stearic acid amide